ClCC1=C(C(=O)OCC)C(=C(C=N1)C)C Ethyl 2-(chloromethyl)-4,5-dimethylnicotinate